2,4-bis{4-[(3-diethylaminobutyl)iminomethyl]phenyl}-7-phenyl-7H-pyrrolo[2,3-d]pyrimidine C(C)N(C(CCN=CC1=CC=C(C=C1)C=1N=C(C2=C(N1)N(C=C2)C2=CC=CC=C2)C2=CC=C(C=C2)C=NCCC(C)N(CC)CC)C)CC